C(C(C)(C)C)(=O)OC1=CC(=CC(=C1)CCCCCCCCCCCCCCC)OCCC#CCCCC 3-(oct-3-yn-1-yloxy)-5-pentadecylphenyl pivalate